N1(CCC2=CC=CC=C12)CCOCC=1N=C(SC1)N(CC1=CC(=CC=C1)OC)CC1=CC(=CC=C1)OC 4-((2-(indolin-1-yl)ethoxy)methyl)-N,N-bis(3-methoxybenzyl)thiazol-2-amine